FC(C1=C(C=C2CCCNC2=C1)C=1CCN(CC1)C(=O)OC(C)(C)C)F Tert-butyl 4-(7-difluoromethyl-1,2,3,4-tetrahydro quinolin-6-yl)-3,6-dihydro-2H-pyridine-1-carboxylate